C(C)(=O)N1CCC(CC1)NC(C(=O)C1=C(C(=C(N1C)C)C(=O)NC1=CC(=C(C=C1)F)C)C)=O 5-(2-((1-acetylpiperidin-4-yl)amino)-2-oxoacetyl)-N-(4-fluoro-3-methylphenyl)-1,2,4-trimethyl-1H-pyrrole-3-carboxamide